F[P-](F)(F)(F)(F)F.C1(=CC=CC=C1)[Sb+]C1=CC=CC=C1 diphenylantimony hexafluorophosphate